CC1=NOC(=N1)N1C2COCC1CC(C2)N2CCC(CC2)N(C(C)=O)CC2(CCC2)C N-(1-(9-(3-methyl-1,2,4-oxadiazol-5-yl)-3-oxa-9-azabicyclo[3.3.1]non-7-yl)piperidin-4-yl)-N-((1-methylcyclobutyl)methyl)acetamide